C(C)[C@]1(C(OCC=2C(N3CC=4C(=NC=5C=C(C(=CC5C4CNS(=O)(=O)N)C)F)C3=CC21)=O)=O)O (S)-((4-ethyl-8-fluoro-4-hydroxy-9-methyl-3,14-dioxo-3,4,12,14-tetrahydro-1H-pyrano[3',4':6,7]indolizino[1,2-b]quinolin-11-yl)methyl)sulfamide